N-(1,2-dimyristyloxyprop-3-yl)-N,N-dimethyl-N-hydroxyethyl-ammonium bromide [Br-].C(CCCCCCCCCCCCC)OCC(C[N+](CCO)(C)C)OCCCCCCCCCCCCCC